C(CCC)OC(CF)=O Butylfluoroacetat